O1C(C=CC2=C1NC1=CC=CC=C21)=O pyrano[2,3-b]-Indol-2-one